C1(=CC=CC=C1)C(=O)NC1=C2N=CNC2=NC=N1 6-[(phenylcarbonyl)amino]-9H-purin